C(C)OC(=O)C=1C=NC2=CC=C(C=C2C1NC1=C(N=CS1)C(=O)OCC)OC(F)(F)F ethyl 5-[[3-ethoxycarbonyl-6-(trifluoromethoxy)-4-quinolyl]amino]thiazole-4-carboxylate